FC1([C@@H](CN(C[C@@H]1C)CC1=C2C(=NC(=C1)C(=O)OC)C=CN2)C)F methyl 7-(((3R,5S)-4,4-difluoro-3,5-dimethylpiperidin-1-yl)methyl)-1H-pyrrolo[3,2-b]pyridine-5-carboxylate